methyl 4-(7-(6-cyano-5-(trifluoromethyl) pyridin-3-yl)-8-oxo-6-thioxo-5,7-diazaspiro[3.4]oct-5-yl)-2-fluorobenzoate C(#N)C1=C(C=C(C=N1)N1C(N(C2(CCC2)C1=O)C1=CC(=C(C(=O)OC)C=C1)F)=S)C(F)(F)F